(R)-1-(3,3-difluoro-4-((4-methoxy-5-(2-methyl-1-(2,2,2-trifluoroethyl)-1H-benzo[d]imidazol-6-yl)pyrrolo[2,1-f][1,2,4]triazin-2-yl)amino)piperidin-1-yl)ethan-1-one-2,2,2-d3 FC1(CN(CC[C@H]1NC1=NN2C(C(=N1)OC)=C(C=C2)C=2C=CC1=C(N(C(=N1)C)CC(F)(F)F)C2)C(C([2H])([2H])[2H])=O)F